ClC=1C=C2C(=CN=C(C2=CN1)C1=NC=NN1COCC[Si](C)(C)C)C(C)C 6-chloro-4-isopropyl-1-(1-((2-(trimethylsilyl)ethoxy)methyl)-1H-1,2,4-triazol-5-yl)-2,7-naphthyridine